methyl 4-(3-bromo-2-fluoro-phenyl)-3-oxo-butanoate BrC=1C(=C(C=CC1)CC(CC(=O)OC)=O)F